CC=1NC2=C(C=CC(=C2C1C)N1C[C@@H](CCC1)NC)C(=O)N |r| (RS)-2,3-dimethyl-4-(3-(methylamino)piperidin-1-yl)-1H-indole-7-carboxamide